tert-butyl 6-(4,4,5,5-tetramethyl-1,3,2-dioxaborolan-2-yl)-1H-indole-1-carboxylate CC1(OB(OC1(C)C)C1=CC=C2C=CN(C2=C1)C(=O)OC(C)(C)C)C